m-methoxybenzene isonitrile N#[C-].COC=1C=CC=CC1